C1(CC1)S(=O)(=O)NC1=NC=CC(=N1)C1(CCSCC1)C(=O)NC1=NC=C(C=C1)C1=NC(=CN=C1)OCC 4-(2-(cyclopropanesulfonamido)pyrimidin-4-yl)-N-(5-(6-ethoxypyrazin-2-yl)pyridin-2-yl)tetrahydro-2H-thiopyran-4-carboxamide